S1C=NC2=C1C=CC(=C2)C2NC1(C2)CCC1 2-(benzo[d]thiazol-5-yl)-1-azaspiro[3.3]heptane